3-chloro-5-diethylamino-((s-triazine-2-yl)amino)-3-phenylcoumarin ClC1(C(OC2=CC=CC(=C2C1NC1=NC=NC=N1)N(CC)CC)=O)C1=CC=CC=C1